methyl 4-cyclopentyl-7-(trifluoromethanesulfonyloxy)-1H-indazole-6-carboxylate C1(CCCC1)C1=C2C=NNC2=C(C(=C1)C(=O)OC)OS(=O)(=O)C(F)(F)F